2-(3,5-difluoro-4-methoxyphenyl)-7-(piperazin-1-yl)-4H-pyrido[1,2-a]pyrimidin-4-one FC=1C=C(C=C(C1OC)F)C=1N=C2N(C(C1)=O)C=C(C=C2)N2CCNCC2